2-(tert-butoxycarbonylamino)-3-methyl-butyric acid C(C)(C)(C)OC(=O)NC(C(=O)O)C(C)C